BrC1=C2CN(C(C2=CC=C1)=O)C1CCC(CC1)C(=O)NC1=CC(=C(C=C1)C)OC (1s,4s)-4-(4-bromo-1-oxoisoindolin-2-yl)-N-(3-methoxy-4-methylphenyl)cyclohexanecarboxamide